C(CCCCCCCCCCCCCCCCCCCCC)NC(=O)C=1C(NC(N(C1)[C@H]1CN(C[C@H](O1)CO)C(C1=CC=CC=C1)(C1=CC=CC=C1)C1=CC=CC=C1)=O)=O N-docosyl-1-((2R,6S)-6-(hydroxymethyl)-4-tritylmorpholin-2-yl)-2,4-dioxo-1,2,3,4-tetrahydropyrimidine-5-carboxamide